trans-3-((Cyclopropylmethyl)amino)-5-(4-hydroxycyclohexyl)-8-(piperazin-1-yl)pyrimido[4,5-c]isoquinolin-6(5H)-one C1(CC1)CNC=1N=CC2=C(N(C(C=3C=C(C=CC23)N2CCNCC2)=O)[C@@H]2CC[C@H](CC2)O)N1